C(C)(C)(C)OC(NC1CC(C1)C=O)=O N-(3-formyl-cyclobutyl)carbamic acid tert-butyl ester